C1(=CC(=CC=C1)CN)CN m-Xylylendiamin